BrC=1C=CC(=C2C=NN(C12)C1OCCCC1)N1C[C@H](N([C@H](C1)C)C(=O)OC(C)(C)C)C tert-butyl (2R,6S)-4-(7-bromo-1-tetrahydropyran-2-yl-indazol-4-yl)-2,6-dimethyl-piperazine-1-carboxylate